(E)-3-(2-chlorophenyl)prop-2-en-1-ol ClC1=C(C=CC=C1)/C=C/CO